ClC1=C(C=2N(C=C1)C=NC2CNCC=2N=NN(C2)CC=2N=C1N(C=C(C=C1)C1CC1)C2)F 1-(7-chloro-8-fluoroimidazo[1,5-a]pyridin-1-yl)-N-((1-((6-cyclopropylimidazo[1,2-a]pyridin-2-yl)methyl)-1H-1,2,3-triazol-4-yl)methyl)methylamine